COC1=CC2=C(C3=C(CCN(CC3)C)S2)C=C1 8-methoxy-3-methyl-2,3,4,5-tetrahydro-1H-benzo[4,5]thieno[2,3-d]azepine